C(CCC)(=O)N[C@H]1C(OCC2=CC=CC=C2)O[C@@H]([C@H]([C@@H]1OCC1=CC=CC=C1)OC(CCCC)=O)COC(CCCC)=O 2-N-butyryl-1,3-di-O-benzyl-4,6-di-O-pentanoyl-D-glucosamine